ethyl (3R,4S,5R)-7-(4-methoxybenzylamino)-5-(pentan-3-yloxy)-7-azabicyclo[4.1.0]hept-3-enecarboxylate COC1=CC=C(CNN2C3[C@@H](C=CCC23C(=O)OCC)OC(CC)CC)C=C1